butyl-Cyclohexane C(CCC)C1CCCCC1